[F-].C(CCCCCCCCCCC)[NH+]1CCC(CC1)CC 1-Dodecyl-4-ethylpiperidinium fluorid